C(C=C)(=O)N1CC(CCC1)C=1C=C(C=CC1)NCC1=CC=C(C=C1)NC1=NC=C(C(=N1)NC1=C(C(=O)NOC)C=CC=C1)C(F)(F)F 2-((2-((4-(((3-(1-acryloylpiperidin-3-yl)phenyl)amino)methyl)phenyl)amino)-(trifluoromethyl)pyrimidin-4-yl)amino)-N-methoxybenzamide